C1=C([C@H]([C@@H]([C@H]([C@H]1N[C@H]2[C@@H]([C@@H]([C@H]([C@@H]([C@H]2O)O)O)CO)O)O)O)O)CO The molecule is an amino cyclitol that is (1S,2S,3R,6S)-6-amino-4-(hydroxymethyl)cyclohex-4-ene-1,2,3-triol in which one of the hydrogens attached to the nitrogen is replaced by a (1R,2S,3R,4R,5S,6S)-2,3,4,6-tetrahydroxy-5-(hydroxymethyl)cyclohexyl group. It is an amino cyclitol and a secondary amino compound. It is a conjugate acid of a validoxylamine B(1+).